ethyldi(2,6-di-t-butylphenoxy)aluminum C(C)[Al](OC1=C(C=CC=C1C(C)(C)C)C(C)(C)C)OC1=C(C=CC=C1C(C)(C)C)C(C)(C)C